dodecandioic acid hexamethylenediamine salt NCCCCCCN.C(CCCCCCCCCCC(=O)O)(=O)O